CC1=C(C(=CC=C1)C)NC(=O)C2CCCCN2C.Cl The molecule is the hydrochloride salt of mepivacaine. It is used as a local anaesthetic. It has a role as a local anaesthetic. It is a piperidinecarboxamide and a hydrochloride. It derives from a mepivacaine.